di-tert-butyl-1,1'-((5-((benzyloxy)carbonyl)-[1,1'-biphenyl]-3,4'-diyl)bis(oxy))bis(2-oxo-6,9,12,15-tetraoxa-3-azaoctadecane-18-oic acid) C(C)(C)(C)N(C(COC1=CC=C(C=C1)C1=CC(=CC(=C1)C(=O)OCC1=CC=CC=C1)OCC(N(CCOCCOCCOCCOCCC(=O)O)C(C)(C)C)=O)=O)CCOCCOCCOCCOCCC(=O)O